ClC1=CC(=C(C=C1)C1=NC(=CC=2C1=NC(=C(N2)C)C)[C@@H]2C[C@@H](OCC2)C=2C=NN(C2)C)F 5-(4-chloro-2-fluorophenyl)-2,3-dimethyl-7-((2r,4s)-2-(1-methyl-1H-pyrazol-4-yl)tetrahydro-2H-pyran-4-yl)pyrido[3,4-b]pyrazine